BrC1=CC(=C(C=C1)N1N=C(C=C1OC)C(F)(F)F)OC 1-(4-bromo-2-methoxyphenyl)-5-methoxy-3-(trifluoromethyl)pyrazole